3-(4-(1H-pyrazol-4-yl)phenyl)-8-((4,4-difluorocyclohexyl)methyl)-1-(3-methoxybenzyl)-1,3,8-triazaspiro[4.5]Decan-2-one N1N=CC(=C1)C1=CC=C(C=C1)N1C(N(C2(C1)CCN(CC2)CC2CCC(CC2)(F)F)CC2=CC(=CC=C2)OC)=O